di(2-ethylhexyl) tetrahydrophthalate CCCCC(CC)COC(=O)C1=C(CCCC1)C(=O)OCC(CC)CCCC